6-bromo-1,2,3,5-tetrahydrobenzo[e][1,4]oxazepine BrC1=CC=CC=2NCCOCC21